C(C=C)(=O)N1C[C@H](CC1)C(=O)N1CC(C1)N1N=CC(=C1)C=1C=C(C=2N(C1)N=CC2C#N)OC (S)-6-(1-(1-(1-acryloylpyrrolidine-3-carbonyl)azetidin-3-yl)-1H-pyrazol-4-yl)-4-methoxypyrazolo[1,5-a]pyridine-3-carbonitrile